C(C)(=O)[O-].[Fe+2].[Fe+2].C(C)(=O)[O-].C(C)(=O)[O-].C(C)(=O)[O-] iron ferrous acetate